C(C)(C)(C)OC(=O)N1[C@H](C[C@@H](C1)F)C=1C(=NC(=CC1)Cl)N1N=C(C=C1C)C#N (2R,4S)-2-[6-chloro-2-(3-cyano-5-methyl-pyrazol-1-yl)-3-pyridyl]-4-fluoro-pyrrolidine-1-carboxylic acid tert-butyl ester